C1(CC1)C(=O)NC1=CC(=C(N=N1)C(=O)N)NC1=C(C(=CC=C1)C=1C=NN(C1)[C@H]1COCCC1)OC (R)-6-(cyclopropanecarboxamido)-4-((2-methoxy-3-(1-(tetrahydro-2H-pyran-3-yl)-1H-pyrazol-4-yl)phenyl)amino)pyridazine-3-carboxamide